1-(4-((7-(((1,1,1,3,3,3-Hexafluoropropan-2-yl)oxy)carbonyl)-2,7-diazaspiro[3.5]nonan-2-yl)methyl)phenyl)piperidine-4-carboxylic acid FC(C(C(F)(F)F)OC(=O)N1CCC2(CN(C2)CC2=CC=C(C=C2)N2CCC(CC2)C(=O)O)CC1)(F)F